FC(C(C(F)(F)F)F)F 1,1,2,3,3,3-hexafluoropropane